5-(benzylamino)benzo[b]thiophene-3-carbaldehyde C(C1=CC=CC=C1)NC1=CC2=C(SC=C2C=O)C=C1